ClC1=CC=CC=2C=COC21 7-chloro-benzofuran